NC1=CC=CC(=N1)S(=O)(=O)NC(=O)C=1C(=NC(=CC1)C=1C=NC(=C(C1)Cl)OC)OC1=C(C=C(C=C1C)C)C N-[(6-Amino-2-pyridyl)sulfonyl]-6-(5-chloro-6-methoxy-3-pyridyl)-2-(2,4,6-trimethylphenoxy)pyridin-3-carboxamid